C1(CCC=CC1)CC[Si](Cl)(Cl)C 2-(4-cyclohexenyl)ethylmethyldichlorosilane